N1(CCOCC1)C1=CC=C(C=C1)NC1=NC2=C(C=CC=C2C=N1)C1=CC(=NC=C1)NC(C=C)=O N-(4-(2-((4-morpholinylphenyl)amino)quinazolin-8-yl)pyridin-2-yl)acrylamide